5-benzyl-3-(((6-bromopyridin-2-yl)methoxy)methyl)-4,5-dihydroisoxazole C(C1=CC=CC=C1)C1CC(=NO1)COCC1=NC(=CC=C1)Br